bromo-[1,1'-biphenyl]-4-carbonitrile BrC1=C(C=CC(=C1)C#N)C1=CC=CC=C1